C(C(C)C)[C@H]1C(N(CCN1)[C@H](C(=O)N1CCC(CC1)CC#N)CC(C)C)=O (1-{(S)-2-[(S)-3-Isobutyl-2-oxo-1-piperazinyl]-4-methylvaleryl}-4-piperidyl)acetonitrile